ClC=1C(=CC(=NC1)C(F)(F)F)N1C(N([C@H](C1)C#N)C1=CN=CC2=CC=CC=C12)=O |r| racemic-1-(5-chloro-2-(trifluoromethyl)pyridin-4-yl)-3-(isoquinolin-4-yl)-2-oxoimidazoline-4-carbonitrile